(4-benzyl-3,4-dihydro-2H-benzo[b][1,4]oxazin-7-yl)methylamine C(C1=CC=CC=C1)N1C2=C(OCC1)C=C(C=C2)CN